7-methoxy-1,3-dimethyl-2-oxo-2,3-dihydro-1H-benzo[d]imidazole-5-carboxylate COC1=CC(=CC2=C1N(C(N2C)=O)C)C(=O)[O-]